C(CN(CC(=O)O)CC(=O)O)N(CC(=O)O)CC(=O)O.C(CN(CC(=O)O)CC(=O)O)N(CC(=O)O)CC(=O)O ethylenediaminetetraacetic acid, ethylenediaminetetraacetate salt